CN1N=CC=2C1=NC(=CC2N2CCC(CC2)C=2C(=NC(=NC2)N2CCNCC2)C)C 1,6-dimethyl-4-[4-(4-methyl-2-piperazin-1-yl-pyrimidin-5-yl)-1-piperidyl]pyrazolo[3,4-b]pyridine